CN(CC(=O)N1CCC(CC1)C=1C=CC=2N(C1)C(=C(N2)CC)N(C)C=2SC(=C(N2)C2=CC=C(C=C2)F)CO)C 2-(dimethylamino)-1-(4-(2-ethyl-3-((4-(4-fluorophenyl)-5-(hydroxymethyl)thiazol-2-yl)(methyl)amino)imidazo[1,2-a]pyridin-6-yl)piperidin-1-yl)ethanone